CC1=CC=C(C=C1)C methyl-(4-methylbenzene)